2-[4-Amino-1-(2,2,2-trifluoroethyl)-1H-pyrazolo[3,4-d]pyrimidin-3-yl]-3-chloro-N-cyclopropyl-1H-indole-6-carboxamide NC1=C2C(=NC=N1)N(N=C2C=2NC1=CC(=CC=C1C2Cl)C(=O)NC2CC2)CC(F)(F)F